C(CCC)OC(CCCCC(CN(CCCCC(=O)OCCN1CCN(CC1)CCSSCCCN(CC(CCCCC(=O)OCCCC)O)CC(CCCCC(=O)OCCCC)O)CC(CCCCC(OCCCC)=O)O)O)=O Dibutyl 7,7'-((3-((2-(4-(2-((5-(bis(7-butoxy-2-hydroxy-7-oxoheptyl)amino)-pentanoyl)oxy)ethyl)piperazin-1-yl)ethyl)disulfaneyl)propyl)azanediyl)bis(6-hydroxyheptanoate)